C(#N)C=1C=NN2C1C(=CC(=C2)C=2C=NN(C2C)C2CCN(CC2)C(=O)OC(C)(C)C)O[C@H](C(F)(F)F)C tert-Butyl 4-[4-(3-cyano-4-[[(2S)-1,1,1-trifluoropropan-2-yl]oxy]pyrazolo[1,5-a]pyridine-6-yl)-5-methylpyrazol-1-yl]piperidine-1-carboxylate